NC1=CC=C(C(=C1C(=O)N(C)C)F)C=1C(=C2C(=NC1)NC[C@@]21C[C@@H](CC1)N1CCOCC1)Cl 6-Amino-3-((1S,3R)-4'-chloro-3-morpholino-1',2'-dihydrospiro[cyclopentane-1,3'-pyrrolo[2,3-b]pyridin]-5'-yl)-2-fluoro-N,N-dimethylbenzamide